C1(CC1)OC=1N=CC=C2C1NC(=C2)C(=O)NC21CC(C2)(C1)F 7-cyclopropoxy-N-{3-fluorobicyclo[1.1.1]pentan-1-yl}-1H-pyrrolo[2,3-c]pyridine-2-carboxamide